C(C)(C)(C)OC(CCC(C)(C#N)C1=NN(C2=CC(=CC=C12)N[C@H]1[C@@H](CN(CC1)C(=O)OC(C)(C)C)C)C)=O tert-butyl (3R,4R)-4-((3-(5-(tert-butoxy)-2-cyano-5-oxopentan-2-yl)-1-methyl-1H-indazol-6-yl)amino)-3-methylpiperidine-1-carboxylate